N(=[N+]=[N-])CC=1N=C2N(C(=NC=C2)NC2CC2)C1 2-(azidomethyl)-N-cyclopropylimidazo[1,2-c]pyrimidin-5-amine